C(C)OC1=CC=C(C=C1)S(=O)(=O)NN 4-ethoxybenzenesulfonyl-hydrazine